6-(4-chlorophenyl)-N-(1,4-dihydroxybutan-2-yl)-2-(3-fluorophenyl)-3-oxo-2,3-dihydropyridazine-4-carboxamide ClC1=CC=C(C=C1)C=1C=C(C(N(N1)C1=CC(=CC=C1)F)=O)C(=O)NC(CO)CCO